ClCCOC=1C=C(C=CC1)NC(=O)C1=C(N(C(=C1)C1=C(C=CC(=C1)Cl)C(=O)N1CC2=CC=CC(=C2CC1)O)C)C N-[3-(2-chloroethoxy)phenyl]-5-{5-chloro-2-[(5-hydroxy-3,4-dihydroisoquinolin-2(1H)-yl)carbonyl]phenyl}-1,2-dimethyl-1H-pyrrole-3-carboxamide